tert-butyl N-tert-butoxycarbonyl-N-[1-ethyl-5-[4-[(4-methoxyphenyl)methyl]-1,2,4-triazol-3-yl]-3-methyl-pyrazol-4-yl]carbamate C(C)(C)(C)OC(=O)N(C(OC(C)(C)C)=O)C=1C(=NN(C1C1=NN=CN1CC1=CC=C(C=C1)OC)CC)C